COC1=C(CCC=2N=C(C3=C(N2)SC2=C3CCCC2)N2CCN(CC2)C(C=C)=O)C=CC=C1 1-(4-(2-(2-methoxyphenethyl)-5,6,7,8-tetrahydrobenzo[4,5]thieno[2,3-d]pyrimidin-4-yl)piperazin-1-yl)prop-2-en-1-one